4-hydroxy-2-[(4-{imidazo[1,2-a]pyridin-2-yl}phenyl)methyl]pyrrolidin-3-yl N-[(3-fluorophenyl)methyl]carbamate FC=1C=C(C=CC1)CNC(OC1C(NCC1O)CC1=CC=C(C=C1)C=1N=C2N(C=CC=C2)C1)=O